Dichloro(p-methylisopropylphenyl)ruthenium (II) Cl[Ru-](C1=C(C=C(C=C1)C)C(C)C)Cl